N1=NON=CC=C1 diazaOxazepine